N1C2C(CC1=O)CCC2 hexahydrocyclopenta[b]pyrrole-2(1H)-one